The molecule is a hydroxy fatty acid that is caprylic (octanoic) acid substituted at positions 3 and 4 by hydroxy and methyl grous respectively. It is a branched-chain fatty acid, a medium-chain fatty acid and a hydroxy fatty acid. It derives from an octanoic acid. CCCC[C@H](C)[C@H](CC(=O)O)O